C(#N)[C@@H]1C[C@@]2(CN1)C(NC1=CC=C(C=C12)F)=O (3R,5'S)-5'-cyano-5-fluoro-2-oxospiro[indoline-3,3'-pyrrolidine]